4-chloro-6-(2,4-di-tert-butoxypyrimidin-5-yl)furo[2,3-d]pyrimidine ClC=1C2=C(N=CN1)OC(=C2)C=2C(=NC(=NC2)OC(C)(C)C)OC(C)(C)C